O.O.C(N(CC(=O)[O-])CC(=O)O)CN(CC(=O)O)CC(=O)[O-].[Na+].[Na+] disodium edetate dihydrate